C(C)C1=NC=2C(=NC(=CC2C)C)N1CC1=CC=C(C=C1)C=1C=C(C=CC1C1=NSC(N1)=O)C1=CC=CC=C1 3-(4''-((2-Ethyl-5,7-dimethyl-3H-imidazo[4,5-b]pyridin-3-yl)methyl)-[1,1':3',1''-terphenyl]-4'-yl)-1,2,4-thiadiazol-5(4H)-one